BrC=1C=C(CN2C3=NC(=NC(=C3N=C2)N)F)C=CC1 9-(3-bromobenzyl)-2-fluoro-9H-purin-6-amine